N-((4R,5S,7R,8R,9S,10R)-8,10-dihydroxy-7-(hydroxymethyl)-9-(4-(3,4,5-Trifluorophenyl)-1H-1,2,3-triazol-1-yl)-1,6-dioxaspiro[4.5]decan-4-yl)-2-(3-methoxyphenyl)acetamide O[C@H]1[C@H](O[C@@]2([C@@H](CCO2)NC(CC2=CC(=CC=C2)OC)=O)[C@@H]([C@H]1N1N=NC(=C1)C1=CC(=C(C(=C1)F)F)F)O)CO